[N+](=O)([O-])C=1C=C(C=C2C=C(NC12)C1=CC=CC=C1)CC(=O)O 2-(7-nitro-2-phenyl-1H-indol-5-yl)acetic acid